(S,E)-4-(8-amino-3-(1-(4-methoxybut-2-enoyl)piperidin-2-yl)imidazo[1,5-a]pyrazin-1-yl)-2-methoxy-N-(4-propylpyridin-2-yl)benzamide NC=1C=2N(C=CN1)C(=NC2C2=CC(=C(C(=O)NC1=NC=CC(=C1)CCC)C=C2)OC)[C@H]2N(CCCC2)C(\C=C\COC)=O